tert-butyl 2-(2-chloro-5-fluoropyridin-4-yl)propanoate ClC1=NC=C(C(=C1)C(C(=O)OC(C)(C)C)C)F